ClC=1C(=C(C=CC1)NC=1C(=NN2C1C(NCC2)=O)C\C=C/N=C/C=N)OC 3-[(3-chloro-2-methoxyphenyl)amino]-2-[(2Z)-3-[(E)-(2-iminoethylidene)amino]prop-2-en-1-yl]-5H,6H,7H-pyrazolo[1,5-a]pyrazin-4-one